ClC1=NC=CC(=C1C)C=1C(=C(C=CC1)C1=NC(=C(C=O)C=C1)OC)C 6-(3-(2-chloro-3-methylpyridin-4-yl)-2-methylphenyl)-2-methoxynicotinaldehyde